CC1=C(C(=O)P(C2=CC=CC=C2)(C(C2=C(C=C(C=C2C)C)C)=O)=O)C(=CC(=C1)C)C Bis(2,4,6-trimethylbenzoyl)Phenylphosphine oxide